BrC=1C=C(C=CC1)C1=C(C=NC=C1)\C=C(/C#N)\C1=CNC2=CC=C(C=C12)Cl (Z)-3-(4-(3-bromophenyl)pyridin-3-yl)-2-(5-chloro-1H-indol-3-yl)-acrylonitrile